2,2,10,10-tetramethyl-4,8-dioxo-3,9-dioxa-5,7-diazaundecan CC(C)(OC(NCNC(OC(C)(C)C)=O)=O)C